2,6-dimethoxy-N-(4-methoxy-6-((4-(vinylsulfonamidomethyl)-1H-pyrazol-1-yl)methyl)benzo[d]isoxazol-3-yl)benzenesulfonamide COC1=C(C(=CC=C1)OC)S(=O)(=O)NC1=NOC2=C1C(=CC(=C2)CN2N=CC(=C2)CNS(=O)(=O)C=C)OC